ClC1=C(OC=2C=CC(=C(O[C@@H](C(=O)NCC)C)C2)[N+](=O)[O-])C=CC(=C1)Cl |r| (RS)-2-[5-(2,4-dichlorophenoxy)-2-nitrophenoxy]-N-ethylpropanamide